N-(3-((4-(2,4-difluorobenzyloxy)-3-bromo-6-methyl-2-oxopyridin-1(2H)-yl)methyl)phenyl)-2-hydroxyacetamide FC1=C(COC2=C(C(N(C(=C2)C)CC=2C=C(C=CC2)NC(CO)=O)=O)Br)C=CC(=C1)F